2-(4-(difluoromethylene)piperidin-1-yl)-5-methyl-4-nitrobenzoyl chloride FC(=C1CCN(CC1)C1=C(C(=O)Cl)C=C(C(=C1)[N+](=O)[O-])C)F